N1=CC=C(C=C1)N1CCNCC1 4-(4-pyridyl)piperazine